3-bromo-4-(4-formylphenoxy)-N-methylbenzenesulfonamide BrC=1C=C(C=CC1OC1=CC=C(C=C1)C=O)S(=O)(=O)NC